C(C=CCC(=O)O)(=O)O pentendioic acid